N1-(2-(methoxymethyl)phenyl)-N2-((S)-4-methyl-1-oxo-1-(((S)-3-oxo-1-((S)-2-oxopyrrolidin-3-yl)-4-(2,3,5,6-tetrafluorophenoxy)butan-2-yl)amino)pentan-2-yl)oxalamide COCC1=C(C=CC=C1)NC(C(=O)N[C@H](C(N[C@@H](C[C@H]1C(NCC1)=O)C(COC1=C(C(=CC(=C1F)F)F)F)=O)=O)CC(C)C)=O